1-(3-((5-chloro-2-((2-ethyl-4-(5-methyl-2,5-diazabicyclo[2.2.1]heptan-2-yl)phenyl)amino)pyrimidin-4-yl)amino)propyl)pyrrolidin-2-one ClC=1C(=NC(=NC1)NC1=C(C=C(C=C1)N1C2CN(C(C1)C2)C)CC)NCCCN2C(CCC2)=O